amino-n-heptanoic acid NC(C(=O)O)CCCCC